sodium 5-nitroguaiacol sodium [Na].[N+](=O)([O-])C1=CC=C(C(=C1)OC)O.[Na]